ethyl 6-(4-fluorophenyl)-4-hydroxy-1-(2-morpholinoethyl)-2-oxo-quinoline-3-carboxylate FC1=CC=C(C=C1)C=1C=C2C(=C(C(N(C2=CC1)CCN1CCOCC1)=O)C(=O)OCC)O